1-(4-aminophenyl)-N1-Phenyl-benzene-1,2-diamine NC1=CC=C(C=C1)C1(C(C=CC=C1)N)NC1=CC=CC=C1